6-methyl-2-(4-(methyl-d3)phenyl-2,3,5,6-d4)imidazole methyl-(2S)-3-(4-hydroxyphenyl)-2-{[9-(propan-2-yl)-2-(pyridin-3-yl)-9H-purin-6-yl]amino}propanoate COC([C@H](CC1=CC=C(C=C1)O)NC1=C2N=CN(C2=NC(=N1)C=1C=NC=CC1)C(C)C)=O.CC1(C(=C(C(=C(C1C=1NC=CN1)[2H])[2H])C([2H])([2H])[2H])[2H])[2H]